ClCC1=NN=NN1CC1=CC=C(C=C1)OC 5-(chloromethyl)-1-(4-methoxybenzyl)-1H-tetrazole